C(C)(C)(C)OC(CN(NC(NCC1=CC=CC=C1)=O)CC#C)=O.C(C#C)NNC(=O)N 2-(prop-2-ynyl)hydrazinecarboxamide tert-butyl-2-(2-(benzylcarbamoyl)-1-(prop-2-ynyl)hydrazinyl)acetate